Z,E-9,11-tetradecadienol C(CCCCCCC\C=C/C=C/CC)O